tert-Butyl (3-(6-(3-(2-bromo-6-methoxypyridin-3-yl)-6-fluoro-4-oxo-7-(trifluoromethyl)-3,4-dihydroquinazolin-1(2H)-yl)-2,3-difluorophenyl)butyl)carbamate BrC1=NC(=CC=C1N1CN(C2=CC(=C(C=C2C1=O)F)C(F)(F)F)C1=CC=C(C(=C1C(CCNC(OC(C)(C)C)=O)C)F)F)OC